6-chloro-8-(6,6-difluorospiro[3.3]hept-2-yl)-2,3-dimethylpyrimido[5,4-d]pyrimidin-4(3H)-one ClC=1N=C(C=2N=C(N(C(C2N1)=O)C)C)C1CC2(C1)CC(C2)(F)F